C(C)OC/C=C/C1=CC=C(C=C1)C=1NC(=C(N1)C1=CC=C(C=C1)NC(C)C)C1=CC=C(NC(C)C)C=C1 4-[2-[4-[(E)-3-ethoxyprop-1-enyl]phenyl]-4-[4-(propan-2-ylamino)phenyl]-1H-imidazol-5-yl]-N-propan-2-ylaniline